C1(CC1)C1=NN=C(O1)C(C)=O 1-(5-cyclopropyl-1,3,4-oxadiazol-2-yl)ethanone